3-(5-(1,3,4-oxadiazol-2-yl)pyridin-3-yl)-4-(benzyloxy)phenyl cyclohexylcarbamate C1(CCCCC1)NC(OC1=CC(=C(C=C1)OCC1=CC=CC=C1)C=1C=NC=C(C1)C=1OC=NN1)=O